CC1(OC2=C(C1)C=C(C(=C2)N2CCN(CCC2)C(=O)OC(C)(C)C)[N+](=O)[O-])C tert-Butyl 4-(2,2-dimethyl-5-nitro-2,3-dihydrobenzofuran-6-yl)-1,4-diazepane-1-carboxylate